ethyl 4-benzyl-5-hydroxy-6-methoxy-5H-pyrazine-2-carboxylate C(C1=CC=CC=C1)N1C=C(N=C(C1O)OC)C(=O)OCC